2-[7-[(3S,4S)-1-ethyl-4-fluoro-3-piperidyl]-5,6-dihydropyrrolo[2,3-c]pyridazin-3-yl]-3-methyl-5-(trifluoromethyl)phenol C(C)N1C[C@@H]([C@H](CC1)F)N1CCC2=C1N=NC(=C2)C2=C(C=C(C=C2C)C(F)(F)F)O